3-(6-fluoro-3,4-dihydronaphthalen-1-yl)azetidine-1-carboxylic acid tert-butyl ester C(C)(C)(C)OC(=O)N1CC(C1)C1=CCCC2=CC(=CC=C12)F